CO[C@H]([C@H](C=O)O)[C@H](O)[C@H](O)CO 3-O-methyl-glucose